Copper (II) trifluoromethane FC(F)F.[Cu+2]